3-Acetyl-13-chloro-8,8-dimethyl-7a,8-dihydrobenzo[d]naphtho[1,2-f]pyrazolo[5,1-b][1,3]oxazepin-9(10H)-one C(C)(=O)C1=CC=2C=CC3=C(C4=C(N5C(O3)C(C(N5)=O)(C)C)C=C(C=C4)Cl)C2C=C1